Cbz-Aminohexanoic acid CCCCC(C(=O)O)(C(=O)OCC1=CC=CC=C1)N